{[(3R,5S)-5-hydroxytetra-hydrofuran-3-yl]oxy}-5-(5-methyl-1,3-thiazol-2-yl)-N-{(1R)-1-[2-(trifluoromethyl)pyrimidin-5-yl]ethyl}benzamide O[C@@H]1C[C@H](CO1)OC1=C(C(=O)N[C@H](C)C=2C=NC(=NC2)C(F)(F)F)C=C(C=C1)C=1SC(=CN1)C